ClC1=CC(=C(C=C1)CCN[C@H](C1=CC=CC=C1)[C@@H]1CNC2=C(O1)N=CC(=C2)C=2C=NN(C2)C)C 2-(4-chloro-2-methylphenyl)-N-((R)-((S)-7-(1-methyl-1H-pyrazol-4-yl)-2,3-dihydro-1H-pyrido[2,3-b][1,4]oxazin-3-yl)(phenyl)methyl)ethanamine